Di-tert-butyl (6R)-3-[4-({[tert-butyl(diphenyl)silyl]oxy}methyl)-2-(ethoxycarbonyl)pent-4-enoyl]-6-methyl-6,7-dihydro-2H-pyrazolo[4,3-c]pyridine-2,5(4H)-dicarboxylate [Si](C1=CC=CC=C1)(C1=CC=CC=C1)(C(C)(C)C)OCC(CC(C(=O)C=1N(N=C2C1CN([C@@H](C2)C)C(=O)OC(C)(C)C)C(=O)OC(C)(C)C)C(=O)OCC)=C